7-(2-Chloropyrimidin-5-yl)-6-oxo-2,7-diazaspiro[4.4]nonane-2-carboxylic acid tert-butyl ester C(C)(C)(C)OC(=O)N1CC2(CC1)C(N(CC2)C=2C=NC(=NC2)Cl)=O